N-(1-isobutyl-1H-pyrazol-4-yl)-4-methoxy-5-(2-methyl-1-(tetrahydrofuran-3-ylmethyl)-1H-imidazo[4,5-b]pyridin-6-yl)pyrrolo[2,1-f][1,2,4]triazin-2-amine C(C(C)C)N1N=CC(=C1)NC1=NN2C(C(=N1)OC)=C(C=C2)C=2C=C1C(=NC2)N=C(N1CC1COCC1)C